COC1=C(C=C(C=C1)C)[C@@]1([C@@H](C1)C1=NC(=CN=C1)C)C(=O)NS(=O)(=O)C=1C=2C=CC(=NC2C=CC1)C (1R,2R)-1-(2-methoxy-5-methylphenyl)-2-(6-methylpyrazin-2-yl)-N-(2-methylquinoline-5-sulfonyl)cyclopropane-1-carboxamide